ClC1=C(C=CC=C1NC1=C(C=CC=C1)OC(F)(F)F)[C@@]1(CC(N(C(N1)=N)C1CCOCC1)=O)C (6S)-6-{2-Chloro-3-[2-(trifluoromethoxy)anilino]-phenyl}-2-imino-6-methyl-3-(tetrahydropyran-4-yl)-hexahydropyrimidin-4-one